ClC1=C(C=CC=C1Cl)C1OC(=C(C1=O)OC(C)=O)N 2-(2,3-dichlorophenyl)-4-(acetoxy)-5-amino-3(2H)-furanone